FC1=CC(=C(C=C1)NC=1C(=NC(=CC1)O)C(=O)OCC)C(C)C ethyl 3-((4-fluoro-2-isopropylphenyl)-amino)-6-hydroxy-picolinate